tert-butyl (2R,4S)-4-(dibenzylamino)-2-(hydroxymethyl)piperidine-1-carboxylate C(C1=CC=CC=C1)N([C@@H]1C[C@@H](N(CC1)C(=O)OC(C)(C)C)CO)CC1=CC=CC=C1